(S)-N-((TETRAHYDROFURAN-2-YL)METHYL)PROP-2-EN-1-AMINE O1[C@@H](CCC1)CNCC=C